5-(2-Amino-4-methylthiazol-5-yl)-7-chloro-2-methylisoindol-1-one NC=1SC(=C(N1)C)C=1C=C2CN(C(C2=C(C1)Cl)=O)C